(2s,3S,5S)-4-[[3-(2-fluoro-6-methoxy-phenyl)-5-methyl-5-(trifluoromethyl)tetrahydrofuran-2-carbonyl]amino]pyridine-2-carboxamide FC1=C(C(=CC=C1)OC)[C@H]1[C@H](O[C@@](C1)(C(F)(F)F)C)C(=O)NC1=CC(=NC=C1)C(=O)N